2-(4-(3,4-dichlorophenyl)-5-(isopropylthio)thiazol-2-yl)-2',5,5'-trimethyl-4,4'-bi(2H-pyrazole)-3-carboxylic acid ClC=1C=C(C=CC1Cl)C=1N=C(SC1SC(C)C)N1N=C(C(=C1C(=O)O)C1=CN(N=C1C)C)C